(5-fluoro-2-(2H-1,2,3-triazol-2-yl)phenyl)((1S,4S,6R)-6-((5-methylpyrazin-2-yl)amino)-2-azabicyclo[2.2.1]heptan-2-yl)methanone FC=1C=CC(=C(C1)C(=O)N1[C@@H]2[C@@H](C[C@H](C1)C2)NC2=NC=C(N=C2)C)N2N=CC=N2